3-(((R)-7-((2S,4R)-4-((1-methylcyclopropyl)amino)-2-phenylpiperidine-1-carbonyl)-7-azaspiro[4.5]dec-10-yl)methyl)-6-phenylpyrimidin-4(3H)-one CC1(CC1)N[C@H]1C[C@H](N(CC1)C(=O)N1CC2(CCCC2)[C@@H](CC1)CN1C=NC(=CC1=O)C1=CC=CC=C1)C1=CC=CC=C1